NC=1C=CC(=C(C1)C1=NC=C(C(=N1)C#N)F)C 2-(5-Amino-2-methylphenyl)-5-fluoropyrimidine-4-carbonitrile